(S)-4-(7-bromo-6-chloro-8-(3,3-difluorocyclobutoxy)-2-(((S)-1-methylpyrrolidin-2-yl)methoxy)quinazolin-4-yl)-2-(cyanomethyl)piperazine-1-carboxylic acid tert-butyl ester C(C)(C)(C)OC(=O)N1[C@H](CN(CC1)C1=NC(=NC2=C(C(=C(C=C12)Cl)Br)OC1CC(C1)(F)F)OC[C@H]1N(CCC1)C)CC#N